tert-butyl (2S,4R)-4-[[4-(2-methoxyethoxy)-2-pyridyl]oxy]-2-methyl-pyrrolidine-1-carboxylate COCCOC1=CC(=NC=C1)O[C@@H]1C[C@@H](N(C1)C(=O)OC(C)(C)C)C